[C@H]12CNC[C@@H]2C1COC=1C=2N(C=C(N1)C=1C=NN(C1)C)N=CC2 4-(((1R,5S,6s)-3-azabicyclo[3.1.0]hexan-6-yl)methoxy)-6-(1-methyl-1H-pyrazol-4-yl)pyrazolo[1,5-a]pyrazine